N-(tert-butoxycarbonyliminomethylene)carbamic acid tert-butyl ester C(C)(C)(C)OC(N=C=NC(=O)OC(C)(C)C)=O